tert-butyl 8-[2-fluoro-4-(4,4,5,5-tetramethyl-1,3,2-dioxaborolan-2-yl)phenyl]-2,8-diazaspiro[4.5]decane-2-carboxylate FC1=C(C=CC(=C1)B1OC(C(O1)(C)C)(C)C)N1CCC2(CCN(C2)C(=O)OC(C)(C)C)CC1